COC(C(C(=O)C=1SC(=C(C1)Br)Br)C)=O 2-methyl-3-(4,5-dibromothiophen-2-yl)-3-oxopropanoic acid methyl ester